2-[(1S,4S,5R)-5-{[1-cyclopropyl-4-(2,6-dichlorophenyl)-1H-pyrazol-5-yl]methoxy}-2-azabicyclo[2.2.1]heptan-2-yl]-4-fluoro-1,3-benzothiazole-6-carboxylic acid C1(CC1)N1N=CC(=C1CO[C@H]1[C@@H]2CN([C@H](C1)C2)C=2SC1=C(N2)C(=CC(=C1)C(=O)O)F)C1=C(C=CC=C1Cl)Cl